vinylsulfonyl-aniline C(=C)S(=O)(=O)NC1=CC=CC=C1